C(=C)[Si](OC=CC)(OC=CC)OC=CC Vinyltripropenoxysilane